(2R,3S,5R)-2-[(6-amino-5-nitropyrimidin-4-yl)amino]-5-(hydroxymethyl)oxolane-3,4-diol NC1=C(C(=NC=N1)N[C@@H]1O[C@@H](C([C@@H]1O)O)CO)[N+](=O)[O-]